CC1=CC=CC(=N1)C1=C(C=NN1)C1=CC=NC2=CC=C(C=C12)C(=O)OC methyl 4-(5-(6-methylpyridin-2-yl)-1H-pyrazol-4-yl)quinoline-6-carboxylate